BrC1=C(C2=C(N=C(N=C2)NC2=NC=C(C=C2)OCCOC)N(C1=O)C1CCCC1)C 6-Bromo-8-cyclopentyl-2-[5-(2-methoxy-ethoxy)-pyridin-2-ylamino]-5-methyl-8H-pyrido[2,3-d]pyrimidin-7-one